ClC1=C(C(=C(C=C1OC)OC)Cl)C=1N=C(C2=C(N1)C=NC(=C2)N[C@H]2[C@H](COC2)NC(C=C)=O)N2CC1(C2)CCOCC1 N-((3R,4S)-4-((2-(2,6-dichloro-3,5-dimethoxyphenyl)-4-(7-oxa-2-azaspiro[3.5]nonan-2-yl)pyrido[3,4-d]pyrimidin-6-yl)amino)tetrahydrofuran-3-yl)acrylamide